5-Chloro-6'-alpha-naphthyloxy-salicylanilide ClC1=CC=C(C(C(=O)NC2=CC=CC=C2OC2=CC=CC3=CC=CC=C23)=C1)O